C(CCCCCC)S(=O)(=O)[O-].C(C)N1C=[N+](C=C1)C 1-ethyl-3-methylimidazolium heptanesulfonate